C(C)(C)(C)OOC(C)(C)C1=C(C=CC=C1)C(C)(C)OOC(C)(C)C di(tert-butylperoxy-isopropyl)-benzene